FC1(CCC(CC1)NC1=NC(=CC(=C1)COC=1N=NC=CC1)N1N=C(C=C1)C)F N-(4,4-difluorocyclohexyl)-6-(3-methyl-1H-pyrazol-1-yl)-4-((pyridazin-3-yloxy)methyl)pyridin-2-amine